(1S,2R,3R,5R)-3-((2-methyl-1-(3-((3-phenoxyphenethyl)amino)propyl)hydrazineyl)methyl)-5-(4-(methylamino)-7H-pyrrolo[2,3-d]pyrimidin-7-yl)cyclopentane-1,2-diol CNN(CCCNCCC1=CC(=CC=C1)OC1=CC=CC=C1)C[C@@H]1[C@H]([C@H]([C@@H](C1)N1C=CC2=C1N=CN=C2NC)O)O